CC1=CC=C(C=C1)N1CCN(CC1)C(C1=CC=C(C=C1)NC1=CC=NC2=CC(=CC=C12)C(F)(F)F)=O 1-(4-methylphenyl)-4-{4-[(7-trifluoromethyl-quinolin-4-yl)amino]benzoyl}piperazine